COCC1N(CC2(CCC2)C1)S(=O)(=O)C=1SC=CC1 7-(methoxymethyl)-6-(thiophen-2-ylsulfonyl)-6-azaspiro[3.4]octane